ClC=1C2=C(N=CN1)N(C(=C2)C(O)C2CCNCC2)S(=O)(=O)C2=CC=CC=C2 (4-chloro-7-(phenylsulfonyl)-7H-pyrrolo[2,3-d]pyrimidin-6-yl)(piperidin-4-yl)methanol